The molecule is the (S)-enantiomer of 2-(4-{[5-(trifluoromethyl)pyridin-2-yl]oxy}phenoxy)propanoic acid. It is the inactive enantiomer of the racemic herbicide fluazifop. It is an enantiomer of a fluazifop-P. C[C@@H](C(=O)O)OC1=CC=C(C=C1)OC2=NC=C(C=C2)C(F)(F)F